C[C@H]1[C@@H](CN(C1)CC=1C=C2C=CC(=NC2=CC1)C)OC=1C=C2CN(C(C2=CC1)=O)C1C(NC(CC1)=O)=O 3-(5-(((3S,4r)-4-methyl-1-((2-methylquinolin-6-yl)methyl)pyrrolidin-3-yl)-oxy)-1-oxoisoindolin-2-yl)piperidine-2,6-dione